(7R,8S)-8-Hydroxy-7-((R)-5H-imidazo[5,1-a]isoindol-5-yl)-5,6,7,8-tetrahydronaphthalen-2-sulfonamid O[C@H]1[C@H](CCC=2C=CC(=CC12)S(=O)(=O)N)[C@H]1N2C(C3=CC=CC=C13)=CN=C2